BrC1=CC=CC=2N1C(=C(N2)C=O)CC 5-BROMO-3-ETHYL-IMIDAZO[1,2-A]PYRIDIN-2-CARBALDEHYDE